bis(2,2,2-trifluoroethyl)methylphosphonate FC(COP(OCC(F)(F)F)(=O)C)(F)F